NCCCO[Si](OCC)(OCC)OCC gamma-aminopropoxytriethoxysilane